Dimethyl-dibutyl-ammonium chloride [Cl-].C[N+](CCCC)(CCCC)C